1-pentyl-3,4-dihydroisoquinoline C(CCCC)C1=NCCC2=CC=CC=C12